C(C1=CC=CC=C1)C=1C(=C(C(=O)N)C=C(C1OC)OC)C#CC1=CC=CC=C1 benzyl-4,5-dimethoxy-2-(phenylethynyl)benzamide